ClC=1C=C(C=C(C1)Cl)N1NC(C=2C=NC(=CC21)NC(=O)C2CC2)=O N-(1-(3,5-dichlorophenyl)-3-oxo-2,3-dihydro-1H-pyrazolo[4,3-c]pyridin-6-yl)cyclopropanecarboxamide